5-[(R)-1-(2-fluoro-6-methyl-phenyl)-3-methyl-pyrrolidin-3-yl]-2-methyl-7-(2-trifluoromethyl-benzyl)-2,4,5,7-tetrahydro-pyrazolo[3,4-d]pyrimidin-6-one FC1=C(C(=CC=C1)C)N1C[C@](CC1)(C)N1C(N(C=2C(C1)=CN(N2)C)CC2=C(C=CC=C2)C(F)(F)F)=O